(1s,3s)-3-(2-cyanoacetyl)cyclobutyl propylcarbamate C(CC)NC(OC1CC(C1)C(CC#N)=O)=O